4-(6-methylsulfanylpyrimidin-4-yl)-1H-pyrazole-3,5-diamine CSC1=CC(=NC=N1)C=1C(=NNC1N)N